COC=O.ClC(=O)C=1C=CC=CC1 3-chlorocarbonylbenzene Methyl-formate